methyl 2-[[6-[[3-chloro-5-cyano-6-[(3S,5R)-4,4-difluoro-3,5-dimethyl-1-piperidyl]-2-pyridyl]amino]-1-[2-(dimethylamino)ethyl]-2-oxo-3-quinolyl]oxy]acetate ClC=1C(=NC(=C(C1)C#N)N1C[C@@H](C([C@@H](C1)C)(F)F)C)NC=1C=C2C=C(C(N(C2=CC1)CCN(C)C)=O)OCC(=O)OC